Cl.OC[C@@H](C1=CC=CC=C1)N[C@H](C(=O)O)C(CC)(C)C (2S)-2-[[(1R)-2-hydroxy-1-phenyl-ethyl]amino]-3,3-dimethyl-pentanoic acid HCl